C(C)(C)(C)OC(=O)N1CC=2C=C(C(=NC2CC1)P(=O)(OCC)OCC)F 2-(diethoxyphosphoryl)-3-fluoro-7,8-dihydro-1,6-naphthyridine-6(5H)-carboxylic acid tert-butyl ester